C1(CCCCC(=O)OCCO1)=O ETHYLENE ADIPATE